ethyl 4-[4-(tert-butoxycarbonyl)piperazin-1-yl]-2-methylpyrimidine-5-carboxylate C(C)(C)(C)OC(=O)N1CCN(CC1)C1=NC(=NC=C1C(=O)OCC)C